C(C(C)O)O Propan-1,2-diol